N-[2-[5-[(1R)-1-benzyloxy-1-(trifluoromethyl)but-3-enyl]-1,3,4-oxadiazol-2-yl]-6-bromo-5-(trifluoromethyl)-3-pyridinyl]-N-tert-butoxycarbonyl-carbamic acid tert-butyl ester C(C)(C)(C)OC(N(C(=O)OC(C)(C)C)C=1C(=NC(=C(C1)C(F)(F)F)Br)C=1OC(=NN1)[C@](CC=C)(C(F)(F)F)OCC1=CC=CC=C1)=O